4-(3-(1H-tetrazol-5-yl)phenyl)-2-amino-6-(piperidin-1-yl)pyridine-3,5-dicarbonitrile N1N=NN=C1C=1C=C(C=CC1)C1=C(C(=NC(=C1C#N)N1CCCCC1)N)C#N